Isobutyl 3-(1-((1-(2-chloro-2'-(methoxymethyl)-[1,1'-biphenyl]-4-carbonyl)piperidin-4-yl)methyl)-1H-1,2,3-triazol-4-yl)-5-fluoro-1H-indol-2-carboxylat ClC1=C(C=CC(=C1)C(=O)N1CCC(CC1)CN1N=NC(=C1)C1=C(NC2=CC=C(C=C12)F)C(=O)OCC(C)C)C1=C(C=CC=C1)COC